sodium 1,3-dimethyl-2,6-dioxo-5-[(2s,3r,4s,5r)-3,4,5-trihydroxytetrahydro-2H-pyran-2-yl]-1,2,3,6-tetrahydropyrimidin-4-ol CN1C(N(C(=C(C1=O)[C@@H]1OC[C@H]([C@@H]([C@H]1O)O)O)O)C)=O.[Na]